3,4-Dihydrocadalene CC1=CCC(C2=C1C=CC(=C2)C)C(C)C